tris(2-(3-tert-butylphenyl)-4-tert-butylpyridine) iridium [Ir].C(C)(C)(C)C=1C=C(C=CC1)C1=NC=CC(=C1)C(C)(C)C.C(C)(C)(C)C=1C=C(C=CC1)C1=NC=CC(=C1)C(C)(C)C.C(C)(C)(C)C=1C=C(C=CC1)C1=NC=CC(=C1)C(C)(C)C